[Na+].N1[C@@H](CCC1)C(=O)[O-] (S)-pyrrolidine-2-carboxylic acid sodium salt